C(N)(=O)C1=CC(=C(C=2C3=C(NC12)CCC3)C3=CCCN(C3)C(=O)OC(C)(C)C)F tert-butyl 5-(5-carbamoyl-7-fluoro-1,2,3,4-tetrahydrocyclopenta[b]indol-8-yl)-3,6-dihydro-2H-pyridine-1-carboxylate